ClC1=C(C=CC=C1C1=CC=C(C(=N1)OC)CN(C(OC(C)(C)C)=O)C[C@H]1NC(CC1)=O)C1=C(C(=CC=C1)C=1N=CC2=C(N1)N(C=C2C=O)C)Cl (S)-tert-butyl ((6-(2,2'-dichloro-3'-(5-formyl-7-methyl-7H-pyrrolo[2,3-d]pyrimidin-2-yl)-[1,1'-biphenyl]-3-yl)-2-methoxypyridin-3-yl)methyl)((5-oxopyrrolidin-2-yl)methyl)carbamate